FC1=C(C=CC=2N(C(=NC21)C2=CC=C(C=C2)S(=O)(=O)C)C)C2CCN(CC2)C2CC1CCC(C2)N1C1CCOCC1 4-Fluoro-1-methyl-2-(4-(methylsulfonyl)phenyl)-5-(1-(8-(tetrahydro-2H-pyran-4-yl)-8-azabicyclo[3.2.1]octan-3-yl)piperidin-4-yl)-1H-benzo[d]imidazol